2-(3-methoxybutoxy)-2,4,4-trimethyl-pentane COC(CCOC(C)(CC(C)(C)C)C)C